O=C1NC(CCC1N1C(C2=CC=C(C=C2C1=O)N1CCN(CC1)CC1CCN(CC1)C1=CC=C(C=C1)\C(=C(/CC)\C1=CC=CC=C1)\C1=CC=C(C=C1)B(O)O)=O)=O (E)-(4-(1-(4-(4-((4-(2-(2,6-dioxopiperidin-3-yl)-1,3-dioxoisoindolin-5-yl)piperazin-1-yl)methyl)piperidin-1-yl)phenyl)-2-phenylbut-1-en-1-yl)phenyl)boronic acid